N,N-Bis[3-(trimethoxysilyl)propyl]ethylenediamin CO[Si](CCCN(CCN)CCC[Si](OC)(OC)OC)(OC)OC